OC=1C=C(C=CC1O)/C=C/C(=O)NCCC1=CC=C(C=C1)OCCN(C)C (E)-3-(3,4-dihydroxyphenyl)-N-(4-(2-(dimethylamino)ethoxy)phenethyl)acrylamide